BrC=1C(=C(OCCCNC[C@@H](CO)O)C=CC1)C (S)-3-((3-(3-bromo-2-methylphenoxy)propyl)amino)propane-1,2-diol